1,2,3,5-tetra(carbazol-9-yl)-4,6-dicyanobenzene C1=CC=CC=2C3=CC=CC=C3N(C12)C1=C(C(=C(C(=C1C#N)N1C2=CC=CC=C2C=2C=CC=CC12)C#N)N1C2=CC=CC=C2C=2C=CC=CC12)N1C2=CC=CC=C2C=2C=CC=CC12